C1=CC=[N+](C(=C1)[S-])[O-].C1=CC=[N+](C(=C1)[S-])[O-].[Zn+2] bis(2-pyridylthio)zinc 1,1'-dioxide